ClC1=NN2C(N=CC=C2C2CN(CCC2)CCC(C)C)=C1CNCC1CCN(CC1)C(C)=O 1-(4-((((2-chloro-7-(1-isopentylpiperidin-3-yl)pyrazolo[1,5-a]pyrimidin-3-yl)methyl)amino)methyl)piperidin-1-yl)ethan-1-one